chromium(II) propionate C(CC)(=O)[O-].[Cr+2].C(CC)(=O)[O-]